1-(6-(4-(5-methyl-1H-indazol-4-yl)-5,6,7,8-tetrahydro-2-quinazolinyl)-2,6-diazaspiro[3.4]octan-2-yl)-2-propen-1-one CC=1C(=C2C=NNC2=CC1)C1=NC(=NC=2CCCCC12)N1CC2(CN(C2)C(C=C)=O)CC1